5-bromo-3,3a,4,6a-tetrahydro-1H-cyclopenta[c]furan BrC=1CC2C(COC2)C1